tert-Butyl methyl(6-fluoro-1-formylisoquinolin-5-yl)carbamate CN(C(OC(C)(C)C)=O)C1=C2C=CN=C(C2=CC=C1F)C=O